NC=1N=NC(=CC1N1N=CC(=C1)N1CC2(CN(C2)C(=O)OC(C)(C)C)C1)Cl tert-butyl 6-(1-(3-amino-6-chloropyridazin-4-yl)-1H-pyrazol-4-yl)-2,6-diazaspiro[3.3]heptane-2-carboxylate